C(CC(O)(C(=O)[O-])CC(=O)[O-])(=O)O mono-hydrogen citrate